3,4-dichloro-thiophene ClC1=CSC=C1Cl